N-benzyl-2-methylundecan-1-imine oxide C(C1=CC=CC=C1)[N+](=CC(CCCCCCCCC)C)[O-]